NC1=NC(=CC(=N1)N1CCC2(C[C@H](NC2)C(=O)O)CC1)O[C@@H](C(F)(F)F)C1=C(C=C(C=C1)C1=CC=C(C=C1)C(C)(C)C)N1N=C(C=C1)C (S)-8-(2-amino-6-((R)-1-(4'-(tert-butyl)-3-(3-methyl-1H-pyrazol-1-yl)-[1,1'-biphenyl]-4-yl)-2,2,2-trifluoroethoxy)pyrimidin-4-yl)-2,8-diazaspiro[4.5]decane-3-carboxylic acid